tert-butyl-benzene diphenyl-phosphate C1(=CC=CC=C1)OP(=O)(OC1=CC=CC=C1)O.C(C)(C)(C)C1=CC=CC=C1